(1R,2S)-2-(3-{[5-(ethylsulfonyl)-3-ethoxypyridin-2-yl]amino}-1H-indazol-6-yl)-5'-methoxyspiro[cyclopropan-1,3'-indol]-2'(1'H)-one C(C)S(=O)(=O)C=1C=C(C(=NC1)NC1=NNC2=CC(=CC=C12)[C@@H]1C[C@@]12C(NC1=CC=C(C=C21)OC)=O)OCC